CC1=CC=C(C=C1)C1=CC(=CC=C1)C(=O)NCC(=O)N1CC2(OCCO2)CC1C(=O)N 7-((4'-methyl-[1,1'-biphenyl]-3-carbonyl)glycyl)-1,4-dioxa-7-azaspiro[4.4]nonane-8-carboxamide